FC1=C(C(=CC=C1N(C(OC(C)(C)C)=O)CC1=CC=C(C=C1)F)[N+](=O)[O-])C1=CC=CC=C1 tert-butyl 2-fluoro-6-nitrobiphenyl-3-yl(4-fluorobenzyl)carbamate